C(C=C)(=O)N1C[C@@H](CCC1)C1=NN(C=2C(=NNC(C21)=O)N)C2=CC=C(C=C2)OC2=CC(=CC(=C2)F)F (R)-3-(1-acryloylpiperidin-3-yl)-7-amino-1-(4-(3,5-difluorophenoxy)phenyl)-1,5-dihydro-4H-pyrazolo[3,4-d]pyridazin-4-one